C(C)(C)(C)N1N=CC(=C1)C(=O)NCC=1SC(=NN1)N1N=C2C(=CC=CC2=C1CC(F)(F)F)N[C@H]1[C@H](CN(CC1)C)F 1-(tert-butyl)-N-((5-(7-(((3S,4R)-3-fluoro-1-methylpiperidin-4-yl)amino)-3-(2,2,2-trifluoroethyl)-2H-indazol-2-yl)-1,3,4-thiadiazol-2-yl)methyl)-1H-pyrazole-4-carboxamide